CN(C(C#CC)=O)[C@H](C(=O)NCCNC1=NC(=NC(=C1)NC=1SC(=CN1)C1=CC=NC=C1)C)C N-methyl-N-[(1S)-1-methyl-2-[2-[[2-methyl-6-[[5-(4-pyridyl)thiazol-2-yl]amino]pyrimidin-4-yl]amino]ethylamino]-2-oxo-ethyl]but-2-ynamide